NC(C)(C)C1=CC=C(C=C1)C1=NC2=CC=CC=C2N=C1C1=CC=CC=C1 2-[4-(2-aminoprop-2-yl)phenyl]3-phenylquinoxaline